tert-butyl (1R,2R,5S)-2-allyl-1,5-difluoro-3,8-diazabicyclo[3.2.1]octane-8-carboxylate C(C=C)[C@@H]1[C@@]2(CC[C@](CN1)(N2C(=O)OC(C)(C)C)F)F